N,N-dimethylbenzylamine hydrochloride CN(C)CC1=CC=CC=C1.Cl